ethylidenebipyridine C(C)=C1C(=NC=CC1)C1=NC=CC=C1